N-(4-(Chlorodifluoromethoxy)phenyl)-6-(4-(1-((2-(2,6-dioxopiperidin-3-yl)-6-Fluoro-1-oxoisoindoline-5-yl)methyl)piperidin-4-yl)piperazin-1-yl)-5-(1H-pyrazol-5-yl)nicotinamide ClC(OC1=CC=C(C=C1)NC(C1=CN=C(C(=C1)C1=CC=NN1)N1CCN(CC1)C1CCN(CC1)CC=1C=C2CN(C(C2=CC1F)=O)C1C(NC(CC1)=O)=O)=O)(F)F